C(C(COCCCOCCCO)=O)O 4,8-dioxaundecane-1,11-diolOne